C(C)(C)(C)O[Si](OC(C)=O)(OC(C)=O)OC(C)(C)C di-tert-butoxy-diacetoxysilane